FC(C(=O)O)(F)F.FC(C(=O)O)(F)F.FC(C(=O)O)(F)F.NCCCCNC(=O)C1=C(C=C(C=C1)NC(=O)C=1N(C(=CN1)C=1C(=NN(C1)CC(=C)C)C(F)(F)F)C)Cl N-(4-((4-aminobutyl)carbamoyl)-3-chlorophenyl)-1-methyl-5-(1-(2-methylallyl)-3-(trifluoromethyl)-1H-pyrazol-4-yl)-1H-imidazole-2-carboxamide tris(2,2,2-trifluoroacetate)